FC1=C(C=CC=C1S(=O)(=O)C)NC1=NC=C(C(=N1)C1=CNC2=C(C=CC=C12)NC([C@@H](C)N1CCNCC1)=O)C (R)-N-(3-(2-((2-Fluoro-3-(methylsulfonyl)phenyl)amino)-5-methylpyrimidin-4-yl)-1H-indol-7-yl)-2-(piperazin-1-yl)propanamid